C(CCCCCC\C=C/CCCCCCCC)C1(OC[C@@H](O1)CCCN(C)C)CCCCCCC\C=C/CCCCCCCC 3-((S)-2,2-bis((Z)-heptadec-8-en-1-yl)-1,3-dioxolan-4-yl)-N,N-dimethylpropane-1-amine